C1(=CC=CC=C1)[C@@H](C)NC1CCCC=2C3=C(OC21)C=CC(=C3)C=3C=C2CCN=CC2=CC3 6-(6-(((R)-1-phenylethyl)amino)-6,7,8,9-tetrahydrodibenzo[b,d]furan-2-yl)-3,4-dihydroisoquinolin